5-((S)-2-((S)-2-(1-hydroxy-2-naphthamido)-4-methylpentanamido)-3-oxopropyl)-1H-imidazol-1-ium OC1=C(C=CC2=CC=CC=C12)C(=O)N[C@H](C(=O)N[C@@H](CC1=CN=C[NH2+]1)C=O)CC(C)C